1-(4-((3-(dimethylamino)propyl)amino)-6-methylpyrimidin-2-yl)-3-(3-methyl-4-(trifluoromethoxy)phenyl)urea CN(CCCNC1=NC(=NC(=C1)C)NC(=O)NC1=CC(=C(C=C1)OC(F)(F)F)C)C